CNC(CCCCC1=C(C(=O)N)C=CC=C1[N+](=O)[O-])=O 2-((4-(methylamino)-4-oxobutyl)methyl)-3-nitrobenzamide